O[C@@H]1CN(CC[C@H]1O)CC1=CC=2C(=NOC2C(=O)NC=2SC(=NN2)SC)C=C1 |r| 5-((3,4-rac-trans-dihydroxypiperidin-1-yl)methyl)-N-(5-(methylsulfanyl)-1,3,4-thiadiazol-2-yl)benzo[c]isoxazole-3-carboxamide